NCCCNC N-(3-aminopropyl)-N-methylamine